methyl 6-(3-(2-chloro-4-((5-cyclopropyl-3-(2,6-dichloro-4-fluorophenyl) isoxazol-4-yl) methoxy) phenyl)-3-hydroxyazetidin-1-yl)-5-fluoronicotinate ClC1=C(C=CC(=C1)OCC=1C(=NOC1C1CC1)C1=C(C=C(C=C1Cl)F)Cl)C1(CN(C1)C1=NC=C(C(=O)OC)C=C1F)O